(R)-2-Fluoro-4-(5-(1-methyl-1H-benzo[d]imidazol-5-yl)-1-(pyrrolidin-3-ylmethyl)-1H-pyrrolo[2,3-c]pyridin-4-yl)benzonitril FC1=C(C#N)C=CC(=C1)C1=C2C(=CN=C1C1=CC3=C(N(C=N3)C)C=C1)N(C=C2)C[C@H]2CNCC2